C(C)(C)(C)C1=CC=C(C=C1)C(C(=O)ONC(OCC(Cl)(Cl)Cl)=O)C 2,2,2-Trichloroethyl ((2-(4-(tert-butyl)phenyl)propanoyl)oxy)carbamate